6-(2-amino-6-fluoro-5-(4-(4-(2-fluoroethyl)piperazin-1-yl)phenyl)pyridin-3-yl)-3,4-dihydroisoquinolin-1(2H)-one NC1=NC(=C(C=C1C=1C=C2CCNC(C2=CC1)=O)C1=CC=C(C=C1)N1CCN(CC1)CCF)F